4-(2-(2-Bromo-4-nitrophenoxy)ethyl)piperazine-1-carboxylic acid tert-butyl ester C(C)(C)(C)OC(=O)N1CCN(CC1)CCOC1=C(C=C(C=C1)[N+](=O)[O-])Br